2-butenyl-6-(2-hydroxyethoxy)benzofuran-3(2H)-one C(=CCC)C1OC2=C(C1=O)C=CC(=C2)OCCO